Diethyl 2-(2-(4-(3-amino-6-chloropyridazin-4-yl)piperazin-1-yl)pyridin-4-yl)malonate NC=1N=NC(=CC1N1CCN(CC1)C1=NC=CC(=C1)C(C(=O)OCC)C(=O)OCC)Cl